(R)-2-(4-(6-((6-chloro-4-methoxypyridin-3-yl)methoxy)pyridin-2-yl)-2,5-difluorobenzyl)-1-(4,4-dimethyltetrahydrofuran-3-yl)-1H-benzo[d]imidazole-6-carboxylic acid ClC1=CC(=C(C=N1)COC1=CC=CC(=N1)C1=CC(=C(CC2=NC3=C(N2[C@H]2COCC2(C)C)C=C(C=C3)C(=O)O)C=C1F)F)OC